C(CCCCC)C(C(C)(C)O[Sn](OC(C)(C)C)OC(C)(C)C)CCCCCC di-hexyl-tri(t-butoxy)tin